OC1=C(C=C(C=C1C)C1=CC=CC2=CC=CC=C12)C 1-(4-Hydroxy-3,5-dimethylphenyl)naphthalene